2,3-Dichloro-5,6-dicyano-4-hydroxyphenolat ClC1=C(C(=C(C(=C1Cl)O)C#N)C#N)[O-]